2-(phosphonooxy)ethyl methacrylate C(C(=C)C)(=O)OCCOP(=O)(O)O